CN(C1C(NC(CC1)=O)=O)C1=CC(=CC=C1)N1CCC(CC1)CN1CCNCC1 3-(methyl(3-(4-(piperazin-1-ylmethyl)piperidin-1-yl)phenyl)amino)piperidine-2,6-dione